Cl\C(=C/C1SCCCS1)\C1=CC(=CC=C1)Cl (Z)-2-(2-chloro-2-(3-chlorophenyl)vinyl)-1,3-dithiane